monoglyceryl tetracosanoate C(CCCCCCCCCCCCCCCCCCCCCCC)(=O)OCC(O)CO